(R)-2-(1-(8-hydroxyoctyloxy)-4-methyl-3-pentenyl)-1,4,5,8-tetramethoxynaphthalene OCCCCCCCCO[C@H](CC=C(C)C)C1=C(C2=C(C=CC(=C2C(=C1)OC)OC)OC)OC